N-cyclopropyl-2-(difluoromethoxy)-6-methoxy-4-[7-[(3-methyloxetan-3-yl)methoxy]imidazo[1,2-a]pyridin-3-yl]benzamide C1(CC1)NC(C1=C(C=C(C=C1OC)C1=CN=C2N1C=CC(=C2)OCC2(COC2)C)OC(F)F)=O